O=C1NC(CCC1C=1C(=NC=C(C1)N1CCC(CC1)CO)C(=O)N)=O (2,6-dioxopiperidin-3-yl)-5-[4-(hydroxymethyl)piperidin-1-yl]pyridine-2-carboxamide